ClC1=CC2=C(N=CN(C2=O)CC2(CCN(CC2)C(C[C@@H](C(F)(F)F)C2=CC=CC=C2)=O)O)N1C1=CC=C(C=C1)[C@H]1NCCOC1 6-Chloro-3-((4-hydroxy-1-((R)-4,4,4-trifluoro-3-phenylbutanoyl)piperidin-4-yl)methyl)-7-(4-((R)-morpholin-3-yl)phenyl)-3,7-dihydro-4H-pyrrolo[2,3-d]pyrimidin-4-one